COC(=O)C1CCN(CC1)C(=O)C1=NNC(=C1)Br 1-(5-bromo-1H-pyrazole-3-carbonyl)piperidine-4-carboxylic acid methyl ester